1-oxo-1H-pyrido[2,1-b][1,3]benzothiazole-3-carboxylic acid O=C1C=C(C=C2SC3=C(N21)C=CC=C3)C(=O)O